4-chloro-3-methyl-1H-pyrrolo[2,3-b]pyridine 7-oxide 3-chlorobenzoate ClC=1C=C(C(=O)O)C=CC1.ClC1=C2C(=[N+](C=C1)[O-])NC=C2C